5-azido-1-methylindoline N(=[N+]=[N-])C=1C=C2CCN(C2=CC1)C